BrC=1C=C2C(=NC1)C1=C(N2C(C2CCOCC2)C2=CC=CC=C2)C(=NN1C)CO (6-bromo-1-methyl-4-(phenyl-(tetrahydro-2H-pyran-4-yl)methyl)-1,4-dihydropyrazolo[3',4':4,5]pyrrolo[3,2-b]pyridin-3-yl)methanol